2,6-dimethoxy-4-(2-methoxypropan-2-yl)benzene-1-sulfonamide COC1=C(C(=CC(=C1)C(C)(C)OC)OC)S(=O)(=O)N